NC1=C(C(=O)O)C=CC(=N1)OCC1=CC=CC=C1 2-amino-6-(benzyloxy)Nicotinic Acid